O=C1NC(CCC1N1CC2=CC=C(C=C2C1=O)CNC(OCC1CC(C1)OC)=O)=O (3-methoxy cyclobutyl)methyl N-{[2-(2,6-dioxopiperidin-3-yl)-3-oxo-2,3-dihydro-1H-isoindol-5-yl]methyl}carbamate